FC1(CCC(CC1)NC(=O)C1=NN(N=C1C)CC1CC1)F 4,4-difluorocyclohexyl-(methyl)-2-(cyclopropyl-methyl)-2H-1,2,3-triazole-4-carboxamide